6-chloro-N-methoxy-4-((4-methyl-2-(N-methylmethanesulfonamido)phenyl)amino)nicotinamide ClC1=NC=C(C(=O)NOC)C(=C1)NC1=C(C=C(C=C1)C)N(S(=O)(=O)C)C